C1(=CC=CC=C1)C=1C=CC=C2C=CC=C(C12)B(O)O 8-phenyl-1-naphthaleneboronic acid